6-(3-Chloro-6-(difluoromethoxy)-2-fluorophenyl)-N-(1-((R or S)-1-(6-methyl-5-((1R,5S)-2-oxo-3-azabicyclo[3.1.0]hexan-3-yl)pyrazin-2-yl)ethyl)-1H-pyrazol-4-yl)pyrazine-2-carboxamide ClC=1C(=C(C(=CC1)OC(F)F)C1=CN=CC(=N1)C(=O)NC=1C=NN(C1)[C@H](C)C1=NC(=C(N=C1)N1C([C@@H]2C[C@@H]2C1)=O)C)F |o1:25|